methyl 2-((2-aminoethyl)(cyclobutyl)amino)-2-oxoacetate hydrochloride Cl.NCCN(C(C(=O)OC)=O)C1CCC1